methyl 1-(2-(2-(prop-2-yn-1-yloxy) ethoxy) ethyl)-1H-pyrazole-3-carboxylate C(C#C)OCCOCCN1N=C(C=C1)C(=O)OC